C(N)(=O)C=1C=C(C=CC1F)NC(=O)[C@@H]1O[C@@]([C@H]([C@@H]1C1=C(C=C(C=C1)F)OC(F)F)C)(C(F)(F)F)C (2R,3R,4S,5S)-N-(3-Carbamoyl-4-fluoro-phenyl)-3-[2-(difluoromethoxy)-4-fluoro-phenyl]-4,5-dimethyl-5-(trifluoromethyl)tetrahydrofuran-2-carboxamid